Cl.CC=1C(=C2C(C(=O)NC2=O)=CC1)C dimethyl-phthalimide hydrochloride